BrC=1N=NC(=CC1)OCC(F)(F)F 3-Bromo-6-(2,2,2-trifluoroethoxy)pyridazine